Rac-5-chloro-N-(3-(2-(((1R,3R)-3-(dimethylamino)cyclohexyl)amino)quinazolin-6-yl)-2,4-difluorophenyl)-2-methoxypyridine-3-sulfonamide ClC=1C=C(C(=NC1)OC)S(=O)(=O)NC1=C(C(=C(C=C1)F)C=1C=C2C=NC(=NC2=CC1)N[C@H]1C[C@@H](CCC1)N(C)C)F |r|